C(C1=CC=CC=C1)OC=1C=C(C=O)C=CC1 3-(benzyloxy)benzaldehyde